5-[5-{2-[2-(2-tert-Butoxycarbonylamino-ethoxy)-ethoxy]-ethoxy}-2-(quinoline-8-sulfonylamino)-phenylethynyl]-pyridine-2-carboxylic acid C(C)(C)(C)OC(=O)NCCOCCOCCOC=1C=CC(=C(C1)C#CC=1C=CC(=NC1)C(=O)O)NS(=O)(=O)C=1C=CC=C2C=CC=NC12